(2S,4R)-1-((9,9-difluoro-9H-fluorene-3-carbonyl)glycyl)-4-(methylsulfonyl)pyrrolidine-2-carboxylic acid FC1(C2=CC=CC=C2C=2C=C(C=CC12)C(=O)NCC(=O)N1[C@@H](C[C@H](C1)S(=O)(=O)C)C(=O)O)F